CN1C(C2=C(N=C(N=C2NC2(CC2)C)NC=2C=NN(C2)C2CCC(CC2)CC(=O)O)C=C1)=O 2-(4-(4-((6-methyl-4-((1-methylcyclopropyl)amino)-5-oxo-5,6-dihydropyrido[4,3-d]pyrimidin-2-yl)amino)-1H-pyrazol-1-yl)cyclohexyl)acetic acid